FC=1C=NN2C1[C@H]([C@@H](CC2)[C@@H]2N1C(C3=CC=CC=C23)=CN=C1)O (4S,5S)-3-Fluoro-5-((S)-5H-imidazo[5,1-a]isoindol-5-yl)-4,5,6,7-tetrahydropyrazolo[1,5-a]pyridin-4-ol